trans-methyl 2-[[3-(2,6-dimethoxyphenyl)-1-[[2-(trimethylsilyl)ethoxy]methyl]pyrrolo[2,3-b]pyridin-6-yl]carbamoyl]cyclopropane-1-carboxylate COC1=C(C(=CC=C1)OC)C1=CN(C2=NC(=CC=C21)NC(=O)[C@H]2[C@@H](C2)C(=O)OC)COCC[Si](C)(C)C